tert-butyl-4-(7-morpholino-5-(3-(m-tolyl)-1H-pyrazol-1-yl)pyrazolo[1,5-a]pyrimidin-2-yl)-3,6-dihydropyridine-1(2H)-carboxylate C(C)(C)(C)OC(=O)N1CCC(=CC1)C1=NN2C(N=C(C=C2N2CCOCC2)N2N=C(C=C2)C=2C=C(C=CC2)C)=C1